Octyl-Ammonium Iodide [I-].C(CCCCCCC)[NH3+]